(S)-4-(5-(5-fluoro-2-methoxypyridin-4-yl)-1H-pyrazole-3-carbonyl)-N-(1-(methylsulfonyl)piperidin-4-yl)-4-azaspiro[2.5]octane-7-carboxamide FC=1C(=CC(=NC1)OC)C1=CC(=NN1)C(=O)N1C2(CC2)C[C@H](CC1)C(=O)NC1CCN(CC1)S(=O)(=O)C